tert-butyl 4-[2-(3-hydroxypropyl)-5-(2-trimethylsilylethoxymethyl)pyrrolo[2,3-b]pyrazin-7-yl]piperidine-1-carboxylate OCCCC=1N=C2C(=NC1)N(C=C2C2CCN(CC2)C(=O)OC(C)(C)C)COCC[Si](C)(C)C